(R)-1-(cyclopropylethynyl)-4-((1-methyl-1H-pyrazol-4-yl)methyl)-N-(1-methylcyclopropyl)-5-oxo-1,2,4,5-tetrahydroimidazo[1,2-a]quinazoline-7-sulfonamide C1(CC1)C#C[C@@H]1CN=C2N1C1=CC=C(C=C1C(N2CC=2C=NN(C2)C)=O)S(=O)(=O)NC2(CC2)C